C(C)(C)(C)C1=CC=C(C(O)=C1)O 5-tert-butylcatechol